N-chroman-6-yl-1-[[[1-[(2,4-dimethoxyphenyl)methylamino]-5-isoquinolyl]-methyl-amino]methyl]-4-[(1,2-dimethyl-6-oxo-4-pyridyl)oxymethyl]-2-azabicyclo[2.1.1]hexane-2-carboxamide O1CCCC2=CC(=CC=C12)NC(=O)N1C2(CC(C1)(C2)COC=2C=C(N(C(C2)=O)C)C)CN(C)C2=C1C=CN=C(C1=CC=C2)NCC2=C(C=C(C=C2)OC)OC